N-[1-[[(3-Amino-3-oxo-propyl)-(2-chloroacetyl)amino]carbamoyl]-3-methyl-butyl]-1H-pyrrolo[2,3-b]pyridine-2-carboxamide NC(CCN(C(CCl)=O)NC(=O)C(CC(C)C)NC(=O)C1=CC=2C(=NC=CC2)N1)=O